COC(=O)C1(C(C1)C=C)C(=O)OC 2-vinyl-cyclopropane-1,1-dicarboxylic acid dimethyl ester